C=CC=CC#CC(C)=O 7-octadiene-5-ynal